NC1=NC=C(C2=C1C=NN2)NC(C(=O)N(CC2=NC=CC=N2)CC2=NC=C(C=C2)C#N)=O N1-(4-amino-1H-pyrazolo[4,3-c]pyridin-7-yl)-N2-((5-cyanopyridin-2-yl)methyl)-N2-(pyrimidin-2-ylmethyl)oxalamide